C(C)(C)(C)C=1C=C(C=C(C1O)C(C)(C)C)CCC(=O)[O-] 3-(3',5'-di-tert-butyl-4-hydroxyphenyl)-propionate